CC1(CSC(=C1)C)C1=C(C(C(C1(F)F)(F)F)(F)F)C1(CSC(=C1)C)C 1,2-bis-(3,5-dimethylthiophen-3-yl)perfluorocyclopentene